C(C)(C)N1N=CC=2C1=NC(=NC2)NC2=CC=C1CCN(CC1=C2)C N-(1-isopropyl-1H-pyrazolo[3,4-d]pyrimidin-6-yl)-2-methyl-1,2,3,4-tetrahydroisoquinolin-7-amine